tert-butyl (3aR,6aR)-5-(((trifluoromethyl)sulfonyl)oxy)-3,3a,4,6a-tetrahydrocyclopenta[c]pyrrole-2(1H)-carboxylate FC(S(=O)(=O)OC=1C[C@@H]2[C@@H](CN(C2)C(=O)OC(C)(C)C)C1)(F)F